P(=O)(OC(C)(C)C)(OCN1C(=NC2=C1C=C(C=C2O[C@H]2CCOC1=CC(=CC(=C21)F)F)C(N(C)C)=O)C)[O-].[Na+] sodium (S)-tert-butyl ((4-((5,7-difluorochroman-4-yl)oxy)-6-(dimethylcarbamoyl)-2-methyl-1H-benzo(d)imidazol-1-yl)methyl) phosphate